C(C)(C)C=1C(=CC2=C(N(C(N2)=O)C2CCC(CC2)N2CC(NCC2)=O)C1)C=1C=C(C=2N(C1)N=CN2)OC 6-isopropyl-5-(8-methoxy-[1,2,4]triazolo[1,5-a]pyridin-6-yl)-1-(4-(3-oxopiperazin-1-yl)cyclohexyl)-1,3-dihydro-2H-benzo[d]imidazol-2-one